C(C)(C)(C)OC(=O)N1C(=C(C(=C1)CO)OC)C1=C(C=C(C=C1)F)F 2-(2,4-Difluorophenyl)-4-(hydroxymethyl)-3-methoxy-1H-pyrrole-1-carboxylic acid tert-butyl ester